C(#N)C1=CC(=C(COC2=CC=CC(=N2)N2CC3=NN(C=C3C2)CC2=NC3=C(N2C[C@H]2OCC2)C=C(C=C3)C(=O)OC)C=C1)F methyl (S)-2-((5-(6-((4-cyano-2-fluorobenzyl)oxy)pyridin-2-yl)-5,6-dihydropyrrolo[3,4-c]pyrazol-2(4H)-yl)methyl)-1-(oxetan-2-ylmethyl)-1H-benzo[d]imidazole-6-carboxylate